tert-butyl 4-(4-bromo-2-hydroxy-phenyl)-3,6-dihydro-2H-pyridine-1-carboxylate BrC1=CC(=C(C=C1)C=1CCN(CC1)C(=O)OC(C)(C)C)O